OC[C@H](C1=CC=CC=C1)NC1=NC(=NC=C1C1=NC(=NO1)C1=NC=CC=C1)NC1=CC=C2C(=N1)N(N(C2=O)C)C(C)C (S)-6-((4-((2-hydroxy-1-phenylethyl)amino)-5-(3-(pyridin-2-yl)-1,2,4-oxadiazol-5-yl)pyrimidin-2-yl)amino)-1-isopropyl-2-methyl-1,2-dihydro-3H-pyrazolo[3,4-b]pyridin-3-one